2-[5-bromo-4-(4-fluorophenyl)-1H-imidazol-1-yl]-1-{6-oxa-2-azaspiro[3.4]Oct-2-yl}ethane BrC1=C(N=CN1CCN1CC2(C1)COCC2)C2=CC=C(C=C2)F